1-(4-bromo-2-iodophenyl)-N-methyl-methanesulfonamide BrC1=CC(=C(C=C1)CS(=O)(=O)NC)I